4-(4-(tert-butyl)phenyl)-[1,2,4]triazolo[1,5-a]quinoxaline-7-carboxylic acid C(C)(C)(C)C1=CC=C(C=C1)C=1C=2N(C3=CC=C(C=C3N1)C(=O)O)N=CN2